Cl.N[C@]1(C[C@H](CC1)CC)COC1=C(C#N)C(=CC(=C1)C1=CN=C2N1C(=CC=C2)OC)OC 2-(((1R,3S)-1-Amino-3-ethylcyclopentyl)methoxy)-6-methoxy-4-(5-methoxyimidazo[1,2-a]pyridin-3-yl)benzonitrile hydrochloride